C[C@@H]1CN(CC=2N1N=C1C=C(C=CC21)C2CCNCC2)C2=C1C=CC=NC1=C(C=C2)C#N (R)-5-(4-methyl-8-(piperidin-4-yl)-3,4-dihydropyrazino[1,2-b]indazole-2(1H)-yl)quinoline-8-carbonitrile